O=C1NC2C(N1)CSC2CCCCC(=O)O 5-(2-oxohexahydro-1H-thieno[3,4-d]imidazole-4-yl)pentanoic acid